4-(3,5-dimethyl-1-((2-(trimethylsilyl)ethoxy)methyl)-1H-pyrazol-4-yl)benzo[d]thiazole-6-carboxamide CC1=NN(C(=C1C1=CC(=CC2=C1N=CS2)C(=O)N)C)COCC[Si](C)(C)C